C(#N)C[C@H](C1=CC=C(C=C1)S(=O)(=O)CC)NC(C1=CC=C(C=C1)N1[C@H](CC[C@H](C1)C1=CC=C(C=C1)C(F)(F)F)COC(CC)(F)F)=O N-((R)-2-cyano-1-(4-(ethylsulfonyl)phenyl)ethyl)-4-((2R,5S)-2-((1,1-difluoropropoxy)methyl)-5-(4-(trifluoromethyl)phenyl)piperidin-1-yl)benzamide